C1(CC1)NC=1OC(=C(N1)C(F)F)C=O (2-(cyclopropylamino)-4-(difluoromethyl)oxazol-5-yl)methanone